1,4,5,8-naphthalenetetracarboxylic acid chloride C1(=CC=C(C=2C(=CC=C(C12)C(=O)Cl)C(=O)Cl)C(=O)Cl)C(=O)Cl